N1-methyl-N6-(pyridin-2-yl)-2,7-naphthyridine-1,6-diamine CNC1=NC=CC2=CC(=NC=C12)NC1=NC=CC=C1